COC(=O)C1=CC=C2C(=CNC2=C1)C[C@@H](C)NC(=O)OC(C)(C)C (R)-3-(2-((tert-Butoxycarbonyl)amino)propyl)-1H-indole-6-carboxylic acid methyl ester